4-[[5-[2-[4-(dimethylamino)phenyl]vinyl]-2-thienyl]methyl]-1,2,4-triazol-3-one CN(C1=CC=C(C=C1)C=CC1=CC=C(S1)CN1C(NN=C1)=O)C